C(#N)C=1C=C(N=NC1)C(=O)NC1=CC(=C(C=C1)C)C1=CC(=NC=C1)C1=CC(=NC=C1)NC(=O)C1CC1 5-cyano-N-(3-(2'-(cyclopropanecarboxamido)-[2,4'-bipyridin]-4-yl)-4-methylphenyl)pyridazine-3-carboxamide